9-((2-(Dimethylamino)ethyl)amino)-1-(hydroxy(oxido)amino)-7-methoxyacridine CN(CCNC=1C2=CC(=CC=C2N=C2C=CC=C(C12)N([O-])O)OC)C